tert-Butyl N-(4-hydroxy-1,1-dimethyl-butyl)carbamate OCCCC(C)(C)NC(OC(C)(C)C)=O